CSC1=CC=C(S1)C=O 5-(methylthio)thiophene-2-carboxaldehyde